3-(benzyloxy)-4-(trifluoromethyl)-10-[2-(morpholin-4-yl)ethyl]phenoxazine C(C1=CC=CC=C1)OC=1C=CC=2N(C3=CC=CC=C3OC2C1C(F)(F)F)CCN1CCOCC1